N-(3-(azetidin-1-yl)-1-(4-(cyclopropanesulfonamido)pyridin-2-yl)propyl)-5-(6-ethoxypyrazin-2-yl)thiazole-2-carboxamide N1(CCC1)CCC(C1=NC=CC(=C1)NS(=O)(=O)C1CC1)NC(=O)C=1SC(=CN1)C1=NC(=CN=C1)OCC